C(C)(C)(C)C1(C(C(=CC=C1)C(C)(C)C)(C)O)C 2,6-di-tert-butyl-xylenol